C(C1=CC=CC=C1)OC=1C(C(=CN2C1C(N1CCC=C[C@@H]2C1)=O)C(=O)NCC1=C(C=C(C=C1F)F)F)=O (7R)-12-(benzyloxy)-1,11-dioxo-N-(2,4,6-trifluorobenzyl)-1,4,7,11-tetrahydro-3H-2,7-methanopyrido[1,2-a][1,4]diazonine-10-carboxamide